1-methyl-8-[(1-methyl-4-piperidyl)oxy]-2,3-dihydro-1,4-benzodiazepin-5-one CN1CCNC(C2=C1C=C(C=C2)OC2CCN(CC2)C)=O